CN1C(=C(C2=CC=CC=C12)N=NC1=CC=C(C=C1)CC)C1=CC=C(C=C1)CC N-methyl-2-(4-ethylphenyl)-3-(4-ethylphenylazo)indole